FC(C1=NN=C2N1CCN(C2)C(\C=C/CC2=C(C=C(C(=C2)F)F)F)=O)(F)F (Z)-1-(3-(trifluoromethyl)-5,6-dihydro[1,2,4]triazolo[4,3-a]pyrazin-7(8H)-yl)-4-(2,4,5-trifluorophenyl)but-2-en-1-one